4-(3-(4-cyano-3-(trifluoromethyl)phenyl)-5,5-dimethyl-4-oxo-2-thioxoimidazolidin-1-yl)-2-fluorobenzoic acid (S)-2,3-dihydroxypropyl ester O[C@H](COC(C1=C(C=C(C=C1)N1C(N(C(C1(C)C)=O)C1=CC(=C(C=C1)C#N)C(F)(F)F)=S)F)=O)CO